O1N=C(C=C1)NC(C[N+]1(CCCCCC1)CC(=O)NC1=C(SC=C1C)C(=O)N1CCNCC1)=O 1-(2-(isoxazol-3-ylamino)-2-oxoethyl)-1-(2-((4-methyl-2-(piperazine-1-carbonyl)thiophen-3-yl)amino)-2-oxoethyl)azepan-1-ium